FC1=C(C(=CC=C1)OC=1C(=NC2=C(C=CC=C2C1)F)C)C(C)(C)O 2-(2-fluoro-6-[(8-fluoro-2-methylquinolin-3-yl)oxy]phenyl)propan-2-ol